dimethyl 2,4-dioxoglutarate O=C(C(=O)OC)CC(C(=O)OC)=O